(E)-3-((3-(2-(1-(4-(dimethylamino)-N-methylbut-2-enamido)cyclopropane-1-carboxamido)ethyl)phenyl)amino)-6-ethyl-5-methylpyrazine-2-carboxamide CN(C/C=C/C(=O)N(C)C1(CC1)C(=O)NCCC=1C=C(C=CC1)NC=1C(=NC(=C(N1)C)CC)C(=O)N)C